3-(3-chloro-2-fluorophenyl)-8-((2-chloropyrimidin-5-yl)methyl)pyrido[2,3-d]pyrimidine-2,4(3H,8H)-dione ClC=1C(=C(C=CC1)N1C(N=C2C(C1=O)=CC=CN2CC=2C=NC(=NC2)Cl)=O)F